C1(CC1)C1=C(C(=NO1)C1=C(C=CC=C1)C(F)(F)F)C1=CC2(C1)CCN(CC2)C2=CC=C1C=CC=NC1=C2C 7-(2-(5-Cyclopropyl-3-(2-(trifluoromethyl)phenyl)isoxazol-4-yl)-7-azaspiro[3.5]non-1-en-7-yl)-8-methylchinolin